ethyl 2-(4-(N,N-dimethylsulfamoyl) benzyl)-3-oxobutanoate CN(S(=O)(=O)C1=CC=C(CC(C(=O)OCC)C(C)=O)C=C1)C